CC1=CC2=C(C=C1C)N(C3=C([N]2)C(=O)NC(=O)N3)C[C@@H]([C@@H]([C@@H](COP(=O)([O-])[O-])O)O)O The molecule is an organophosphate oxoanion obtained by deprotonation of the phosphate OH groups of FMNH(.). Major microspecies at pH 7.3 It is a conjugate base of a FMNH(.).